2-[4-[8-[3-chloro-4-[4-[(3S)-3-(hydroxymethyl)piperazine-1-carbonyl]piperazine-1-carbonyl]anilino]imidazo[1,2-a]pyrazin-3-yl]-2,3-difluoro-phenoxy]acetonitrile formate C(=O)O.ClC=1C=C(NC=2C=3N(C=CN2)C(=CN3)C3=C(C(=C(OCC#N)C=C3)F)F)C=CC1C(=O)N1CCN(CC1)C(=O)N1C[C@H](NCC1)CO